3-(1-aminoethyl)-2-methylbenzonitrile 2,2,2-trifluoroacetate FC(C(=O)O)(F)F.NC(C)C=1C(=C(C#N)C=CC1)C